BrC1=CC=C2C(NC(NC2=C1)=O)=O 7-bromo-1H-quinazoline-2,4-dione